C1(CC1)S(=O)(=O)N1N=CC(=C1)C1=NC=CC(=N1)C1(C=C(C(=CN1)C1=NC=CC(=C1)C(F)F)NC1CCC(CC1)CN(C)C)N 6'-(2-(1-(Cyclopropylsulfonyl)-1H-pyrazol-4-yl)pyrimidin-4-yl)-4-(difluoromethyl)-N4'-((1s,4s)-4-((dimethylamino)methyl)cyclohexyl)-[2,3'-bipyridine]-4',6'-diamine